N-[1-(2-benzylsulfanyl-5-chloro-phenyl)cyclopropyl]-N-tert-butoxycarbonyl-carbamic acid tert-butyl ester C(C)(C)(C)OC(N(C(=O)OC(C)(C)C)C1(CC1)C1=C(C=CC(=C1)Cl)SCC1=CC=CC=C1)=O